(R)-1-(5-fluoro-2-methylpyridin-3-yl)ethyl (4-(5-((1S,2R)-2-fluorocyclopropane-1-carboxamido)pyridin-2-yl)-1-methyl-1H-1,2,3-triazol-5-yl)carbamate F[C@H]1[C@@H](C1)C(=O)NC=1C=CC(=NC1)C=1N=NN(C1NC(O[C@H](C)C=1C(=NC=C(C1)F)C)=O)C